2-((5-(6-((4-Cyano-2-fluorobenzyl)oxy)pyridin-2-yl)-2,5-diazabicyclo[4.1.0]heptan-2-yl)methyl)-1-(((S)-oxetan-2-yl)methyl)-1H-benzo[d]imidazole-6-carboxylic acid C(#N)C1=CC(=C(COC2=CC=CC(=N2)N2CCN(C3CC23)CC2=NC3=C(N2C[C@H]2OCC2)C=C(C=C3)C(=O)O)C=C1)F